N-(but-3-yn-1-yl)-2-(((2-oxo-2H-chromen-7-yl)oxy)methyl)acrylamide C(CC#C)NC(C(=C)COC1=CC=C2C=CC(OC2=C1)=O)=O